2-chloro-3-(2-methylene-but-3-en-1-yl)-1,4-naphthoquinone ClC=1C(C2=CC=CC=C2C(C1CC(C=C)=C)=O)=O